BrC=1C=C2CCC(C2=CC1)N1C[C@H](CC1)C(=O)O (3S)-1-(5-bromo-2,3-dihydro-1H-inden-1-yl)-pyrrolidine-3-carboxylic acid